N-(2,2,2-trifluoroethyl)cyclopropanamine FC(CNC1CC1)(F)F